2,5-Bis(3-methoxy-4-octyloxybenzyliden)cyclopentan-1-on COC=1C=C(C=C2C(C(CC2)=CC2=CC(=C(C=C2)OCCCCCCCC)OC)=O)C=CC1OCCCCCCCC